BrC=1C=C(N(C)C)C=CC1 3-bromodimethyl-aniline